O=C1CCCO1 5-oxotetrahydrofuran